3-[[[3-(aminomethyl)-3,5,5-trimethylcyclohexyl]amino]methyl]-3,5,5-trimethylcyclohexanamine NCC1(CC(CC(C1)(C)C)NCC1(CC(CC(C1)(C)C)N)C)C